methyl (Z)-1-(4-(tert-butoxycarbonyl) piperazine-1-carbonyl)-3-(((4-(N-methyl-2-(4-methylpiperazin-1-yl) acetamido) phenyl) amino) (phenyl) methylene)-2-oxoindole-6-carboxylate C(C)(C)(C)OC(=O)N1CCN(CC1)C(=O)N1C(\C(\C2=CC=C(C=C12)C(=O)OC)=C(\C1=CC=CC=C1)/NC1=CC=C(C=C1)N(C(CN1CCN(CC1)C)=O)C)=O